ClC=1C(=CC(=NC1)OC)C1=CC(=NN1)C(=O)N1CCC(CC1)C(=O)NCC1=CN(C2=CC=CC=C12)C 1-(5-(5-chloro-2-methoxypyridin-4-yl)-1H-pyrazole-3-carbonyl)-N-((1-methyl-1H-indol-3-yl)methyl)piperidine-4-carboxamide